C1N(CC12CCOCC2)CC2=CC=C(/C=C/C1=NNC3=CC(=CC=C13)[C@@H]1C[C@@]13C(NC1=CC=C(C=C31)OC)=O)C=C2 (1r,2s)-2-(3-((E)-4-((7-oxa-2-azaspiro[3.5]nonan-2-yl)methyl)styryl)-1H-indazol-6-yl)-5'-methoxyspiro[cyclopropan-1,3'-indolin]-2'-one